COC(\C=C\CC[C@@H](C(=O)NC=1C(N(C=CC1)CC(=O)N[C@H]1[C@@H]2CC[C@H](C1)C2)=O)NC(=O)C2=C(SC(=C2)Cl)Cl)=O (6S,E)-Methyl-7-(1-(2-((1R,2R,4S)-bicyclo[2.2.1]heptan-2-ylamino)-2-oxoethyl)-2-oxo-1,2-dihydropyridin-3-ylamino)-6-(2,5-dichlorothiophen-3-carboxamido)-7-oxohept-2-enoat